N-(3-hydroxy-5-methoxyphenyl)acetamide OC=1C=C(C=C(C1)OC)NC(C)=O